CC=1N=CC2=C(N1)CSC2 5,7-Dihydro-2-methylthieno[3,4-d]pyrimidine